C(C)(=O)OC1=C(C=C(C=C1)C=CC=CC=O)OC 5-[4-(Acetyloxy)-3-methoxyphenyl]-2,4-pentadienal